ClC1=CC=C(C=C1)C1=NOC(=C1)CO\N=C(/C)\C1=CC=C(C=C1)F (E)-1-(4-fluorophenyl)ethan-1-one O-((3-(4-chlorophenyl)isoxazol-5-yl)methyl) oxime